[F-].[F-].[Ga+2].C(C1=CC=CC=C1)(=O)O benzoic acid gallium difluoride